tert-butyl 4-(6-hydroxy-2-azaspiro[3.3]heptan-2-yl)piperidine-1-carboxylate OC1CC2(CN(C2)C2CCN(CC2)C(=O)OC(C)(C)C)C1